4-(5-(pyridin-3-yl)-1H-indazole-3-carboxamido)piperidine-1-carboxylic acid tert-butyl ester C(C)(C)(C)OC(=O)N1CCC(CC1)NC(=O)C1=NNC2=CC=C(C=C12)C=1C=NC=CC1